CC1=CC=C(S1)C=1N=NN(C1)C1C(NC(CC1)=O)=O 3-[4-(5-methylthiophene-2-yl)-1H-1,2,3-triazol-1-yl]piperidine-2,6-dione